CN1C=2C(NC(=NC2NCC1CNC1=CC=C(C(N[C@@H](CCC(=O)[O-])C(=O)O)=O)C=C1)N)=O 5-Methyl-tetrahydrofolate